NC=1C=C(C=C(C1)C(F)(F)F)[C@@H](C)NC1=NC(=NC2=CC(=C(C=C12)C=1CCSCC1)OC)C N-[(1R)-1-[3-amino-5-(trifluoromethyl)phenyl]ethyl]-6-(3,6-dihydro-2H-thiopyran-4-yl)-7-methoxy-2-methyl-quinazolin-4-amine